2-((((9H-Fluoren-9-yl)methoxy)carbonyl)(methyl)amino)-4-(3-methoxyphenyl)butanoic acid C1=CC=CC=2C3=CC=CC=C3C(C12)COC(=O)N(C(C(=O)O)CCC1=CC(=CC=C1)OC)C